4,6-bis[(3,5-dimethyl-4-hydroxyphenyl)methyl]-1,3-benzenediol CC=1C=C(C=C(C1O)C)CC1=C(C=C(C(=C1)CC1=CC(=C(C(=C1)C)O)C)O)O